cyclopentylmethyl 4-(3-hydroxy-3-methyl-but-1-ynyl)-2,6-dimethyl-7-oxo-1H-pyrrolo[2,3-c]pyridine-3-carboxylate OC(C#CC=1C2=C(C(N(C1)C)=O)NC(=C2C(=O)OCC2CCCC2)C)(C)C